5-tert-Butyl-[1,3,4]oxadiazole-2-carboxylic acid {8-[2-(1,3,5-trimethyl-1H-pyrazol-4-yl)-3H-imidazo[4,5-b]pyridin-7-yl]-2,3,4,5-tetrahydro-benzo[b]oxepin-5-yl}-amide CN1N=C(C(=C1C)C1=NC=2C(=NC=CC2C=2C=CC3=C(OCCCC3NC(=O)C=3OC(=NN3)C(C)(C)C)C2)N1)C